C(C)(C)(C)C1=NC(=CC(=C1)C(C)(C)C)C(C)(C)C 2,4,6-tri-t-butylpyridine